2-(2,3-dihydroxy-propyl)-5-[1-(2-fluoro-6-methyl-phenyl)-piperidin-4-yl]-7-(2-trifluoromethyl-benzyl)-2,4,5,7-tetrahydro-pyrazolo[3,4-d]pyrimidin-6-one OC(CN1N=C2N(C(N(CC2=C1)C1CCN(CC1)C1=C(C=CC=C1C)F)=O)CC1=C(C=CC=C1)C(F)(F)F)CO